1-(9-(4-chloro-2-ethyl-2H-indazol-5-yl)-7H-imidazo[1,2-c]pyrrolo[3,2-e]pyrimidin-5-yl)-4-methylpiperidin-4-amine ClC=1C2=CN(N=C2C=CC1C1=CNC2=C1C=1N(C(=N2)N2CCC(CC2)(N)C)C=CN1)CC